3-cyclohexylthiophene C1(CCCCC1)C1=CSC=C1